(R)-7-((3-(2,3-dichloro-6-fluorophenyl)pyrrolidin-3-yl)amino)-2,4,4-trimethyl-3,4-dihydroisoquinolin-1(2H)-one ClC1=C(C(=CC=C1Cl)F)[C@]1(CNCC1)NC1=CC=C2C(CN(C(C2=C1)=O)C)(C)C